1-(3-chloro-5-methoxypyrazin-2-yl)pent-4-en-1-one ClC=1C(=NC=C(N1)OC)C(CCC=C)=O